4-fluoro-1-methyl-N-(6-(1-methyl-5-(piperidin-1-ylmethyl)-1H-pyrazol-4-yl)isoquinolin-3-yl)piperidine-4-carboxamide FC1(CCN(CC1)C)C(=O)NC=1N=CC2=CC=C(C=C2C1)C=1C=NN(C1CN1CCCCC1)C